C(C)[Sn](CCCC)(CCCC)CC diethyl-dibutyl-tin